[N+](=O)([O-])C1=C(C=CC(=C1)[N+](=O)[O-])[O-].N[N+]1=CC(=C(C=C1)NC(=O)OC(C)(C)C)OC 1-amino-4-((t-butoxycarbonyl)amino)-3-methoxypyridin-1-ium 2,4-dinitrophenolate